(2-methoxyethyl)(methyl)sulfide COCCSC